[Br-].C(CCCCCCCCCCCCCCC)[N+](C)(C)CCO hexadecyl-(hydroxyethyl)(dimethyl)ammonium bromide